(2R,3R,5S)-2-(2-acetamido-6,8-dioxo-7-(prop-2-yn-1-yl)-1,6,7,8-tetrahydro-9H-purin-9-yl)-5-propionyltetrahydrofuran-3-ylacetate C(C)(=O)NC=1NC(C=2N(C(N(C2N1)[C@@H]1O[C@@H](C[C@@H]1CC(=O)[O-])C(CC)=O)=O)CC#C)=O